C1C(CC1OCC2=CC=CC=C2)O (1r,3r)-3-(benzyloxy)cyclobutanol